C(C=C)(=O)O.OCCCCCCCCCCCCN1C(CCCC1=O)=O N-hydroxydodecyl-glutarimide acrylate